[N+](=O)([O-])C=1C=CC=2N(C3=CC=CC=C3C2C1)C1=CC=CC=C1 3-nitro-9-phenylcarbazole